CC=1C=C(C=2C=C3N(CCNC3=O)C2N1)C=1C=NC=C(C1)C1=CC=C(C=C1)N1C(CC2=CC=CC=C12)=O methyl-4-(5-(4-(2-oxoindolin-1-yl)phenyl)pyridin-3-yl)-8,9-dihydropyrido[3',2':4,5]pyrrolo[1,2-a]pyrazin-6(7H)-one